rac-(R)-6-((2,2-dimethyltetrahydro-2H-pyran-4-yl)oxy)quinoline-4-carboxylic acid methyl ester COC(=O)C1=CC=NC2=CC=C(C=C12)O[C@H]1CC(OCC1)(C)C |r|